O1-tert-butyl O2-methyl (2S,4S)-4-allyloxypyrrolidine-1,2-dicarboxylate C(C=C)O[C@H]1C[C@H](N(C1)C(=O)OC(C)(C)C)C(=O)OC